C(C)(C)C=1C2=C(C(N(C1)C)=O)C=C(S2)C2=NC(=NC=C2)NC2=NC=C(C=C2)C2CCN(CC2)C 7-Isopropyl-5-methyl-2-(2-((5-(1-methylpiperidin-4-yl)pyridine-2-yl)amino)pyrimidin-4-yl)thieno[3,2-c]pyridin-4(5H)-one